COC1=CC=C(C=C1)C=1C(=NC(=CN1)CCCC(F)(F)F)N1CCC(CC1)C(=O)O 1-(3-(4-methoxyphenyl)-6-(4,4,4-trifluorobutyl)pyrazin-2-yl)piperidine-4-carboxylic acid